O1[C@@H](COCC1)CNC(=O)C1=C(C2=C(CCC3=CN(N=C23)CC=2C=NC=NC2)O1)C N-[(2R)-1,4-dioxan-2-ylmethyl]-8-methyl-2-(pyrimidin-5-ylmethyl)-4,5-dihydro-2H-furo[2,3-g]indazole-7-carboxamide